(4R)-N-[(3S,4R)-6,8-dichloro-3-hydroxy-3-methyl-chroman-4-yl]-4-(2-imino-4,4-dimethyl-6-oxo-hexahydropyrimidin-1-yl)chromane-6-carboxamide ClC=1C=C2[C@H]([C@](COC2=C(C1)Cl)(C)O)NC(=O)C=1C=C2[C@@H](CCOC2=CC1)N1C(NC(CC1=O)(C)C)=N